3-(3,4-Dimethoxyphenyl)-1H-pyrazolo[4,3-c]quinoline COC=1C=C(C=CC1OC)C1=NNC2=C1C=NC=1C=CC=CC21